N-(1-(2,6-dimethoxyphenyl)-2-(6-ethoxypyridin-2-yl)-1H-imidazo[4,5-b]pyrazin-6-yl)cyclobutanesulfonamide COC1=C(C(=CC=C1)OC)N1C(=NC=2C1=NC(=CN2)NS(=O)(=O)C2CCC2)C2=NC(=CC=C2)OCC